CC1=CC=CC(=N1)C1=C(N=CN1)C=1C=C2C=C(C=NC2=CC1)C(=O)OCCCCNC1CCNCC1 4-(piperidin-4-ylamino)butyl 6-(5-(6-methylpyridin-2-yl)-1H-imidazol-4-yl)quinoline-3-carboxylate